CNC(=CC(CC)=O)C 5-(methylamino)-4-hexen-3-one